CS(=O)(=O)C=1C=C(C(=O)OC)C=C(C1)S(F)(F)(F)(F)F methyl 3-(methylsulfonyl)-5-(pentafluoro-λ6-sulfaneyl)benzoate